Methyl 2-cyclopropyl-4-{[3-cyclopropyl-1-(2,2-difluoroethyl)-1H-pyrazole-4-carbonyl]amino}benzoate C1(CC1)C1=C(C(=O)OC)C=CC(=C1)NC(=O)C=1C(=NN(C1)CC(F)F)C1CC1